S(=O)(=O)(O)O.COC(=O)C=1O[C@H]([C@@H]([C@H](C1)N)NC(C)=O)[C@@H]([C@@H](CO)O)OC (4S,5R,6R)-5-acetamido-4-amino-6-[(1R,2R)-2,3-dihydroxy-1-methoxypropyl]-5,6-dihydro-4H-pyran-2-carboxylic acid methyl ester sulfate